N-(3-Methoxy-5-(1-(3-methoxypropyl)-1H-pyrazol-4-yl)phenyl)-6-(trifluoromethoxy)quinolin-4-amine COC=1C=C(C=C(C1)C=1C=NN(C1)CCCOC)NC1=CC=NC2=CC=C(C=C12)OC(F)(F)F